6-((4-cyano-2-fluorobenzyl)thio)-3',6'-dihydro-[2,4'-bipyridin] C(#N)C1=CC(=C(CSC2=CC=CC(=N2)C=2CC=NCC2)C=C1)F